4-((2S,5R)-4-acryloyl-2,5-dimethylpiperazin-1-yl)-1-(4-fluoro-2-isopropylpyridin-3-yl)-7-(2-fluoro-6-methoxyphenyl)-5,6,7,8-tetrahydropyrido[3,4-d]pyrimidin-2(1H)-one C(C=C)(=O)N1C[C@@H](N(C[C@H]1C)C=1C2=C(N(C(N1)=O)C=1C(=NC=CC1F)C(C)C)CN(CC2)C2=C(C=CC=C2OC)F)C